O[C@H]1CN(C[C@@H]1NC=1N=C(C2=C(N1)N=C1C(=C2C)CCC1)NC([2H])([2H])[2H])C(=O)OC(C)(C)C tert-butyl (3S,4S)-3-hydroxy-4-((5-methyl-4-((methyl-d3)amino)-7,8-dihydro-6H-cyclopenta[5,6]pyrido[2,3-d]pyrimidin-2-yl)amino)pyrrolidine-1-carboxylate